[2-(2,4-difluorophenyl)tetrazol-5-yl]-[(1R,4R)-6-methoxy-1-methyl-4-(1-methylpyrazol-4-yl)-3,4-dihydro-1H-isoquinolin-2-yl]methanone FC1=C(C=CC(=C1)F)N1N=C(N=N1)C(=O)N1[C@@H](C2=CC=C(C=C2[C@@H](C1)C=1C=NN(C1)C)OC)C